C[C@]12CCCC([C@@H]1CC[C@@]([C@@H]2CC[C@](C)(C=C)O)(C)O)(C)C The molecule is a labdane diterpenoid that is labd-14-ene substituted by hydroxy groups at positions 8 and 13. It has been isolated from Salvia sclarea. It has a role as an antimicrobial agent, an apoptosis inducer, a fragrance, an antifungal agent and a plant metabolite.